CC1(CNC2=C(O1)C=CC(=C2)N2N=C(C(=C2)C=2C=C1CCNC(C1=CC2)=O)[N+](=O)[O-])C 6-(1-(2,2-dimethyl-3,4-dihydro-2H-benzo[b][1,4]oxazin-6-yl)-3-nitro-1H-pyrazol-4-yl)-3,4-dihydroisoquinolin-1(2H)-one